C(=C)(C)[Sn] isopropenyl-tin